2,3,5,6,8-Pentamethylnonylacetat CC(COC(C)=O)C(CC(C(CC(C)C)C)C)C